N-(2-fluoro-4-(6-(trifluoromethyl)pyrazin-2-yl)phenyl)-2-methoxy-2-(2-(methylsulfonamido)thiazol-4-yl)acetamide FC1=C(C=CC(=C1)C1=NC(=CN=C1)C(F)(F)F)NC(C(C=1N=C(SC1)NS(=O)(=O)C)OC)=O